BrC1=CC(=C(CNCC(F)(F)F)C(=C1)C)C N-(4-bromo-2,6-dimethylbenzyl)-2,2,2-trifluoroethan-1-amine